(4-(7-chloro-2-(2,6-dioxopiperidin-3-yl)-1-oxoisoindolin-4-yl)but-3-yn-1-yl)picolinamide ClC=1C=CC(=C2CN(C(C12)=O)C1C(NC(CC1)=O)=O)C#CCCC=1C(=NC=CC1)C(=O)N